C(C#C)NC1CCCC2=C(C=CC=C12)SCC1=CC=C(C=C1)C(F)(F)F N-(prop-2-yn-1-yl)-5-((4-(trifluoromethyl)benzyl)thio)-1,2,3,4-tetrahydronaphthalen-1-amine